4-((4-bromophenyl)difluoromethyl)tetrahydro-2H-pyran BrC1=CC=C(C=C1)C(C1CCOCC1)(F)F